N2-(2-(1H-1,2,4-triazol-1-yl)ethyl)-N5-(2,2,2-trifluoro-1-phenylethyl)-[1,1'-biphenyl]-2,5-diamine N1(N=CN=C1)CCNC=1C(=CC(=CC1)NC(C(F)(F)F)C1=CC=CC=C1)C1=CC=CC=C1